N,N-diphenyl-p-phenylenediamine C1=CC=C(C=C1)N(C2=CC=CC=C2)C3=CC=C(C=C3)N